ClC1=C(C=CC=C1C1=CC=C(C(=N1)OC)CN1C[C@@H](CC1)C(=O)O)C1=C(C(=CC=C1)NC(=O)C=1C(N(C(N(C1)C)=O)C)=O)Cl (R)-1-((6-(2,2'-dichloro-3'-(1,3-dimethyl-2,4-dioxo-1,2,3,4-tetrahydropyrimidine-5-carboxamido)-[1,1'-biphenyl]-3-yl)-2-methoxypyridin-3-yl)methyl)pyrrolidine-3-carboxylic acid